4-(N-methylbenzamido)benzoic acid CN(C(C1=CC=CC=C1)=O)C1=CC=C(C(=O)O)C=C1